rac-(3S)-5-[6-fluoro-5-[[6-methyl-4-(methylamino)-2-pyridyl]amino]-2,3-dihydrofuro[3,2-b]pyridin-7-yl]-2,3,4,7-tetrahydro-1H-azepin-3-ol FC=1C(=C2C(=NC1NC1=NC(=CC(=C1)NC)C)CCO2)C=2C[C@@H](CNCC2)O |r|